FC=1C(=NC=C(C1)OC)N1C(NC=2C=NC=3C=C(C(=CC3C21)C=2C=NN(C2)C)OC)=O 1-(3-Fluoro-5-methoxy-pyridin-2-yl)-7-methoxy-8-(1-methyl-1H-pyrazol-4-yl)-1,3-dihydroimidazo[4,5-c]-quinolin-2-one